ethyl 4-chloro-7-cyano-5H-pyrido[3,2-b]indole-3-carboxylate ClC1=C(C=NC2=C1NC=1C=C(C=CC21)C#N)C(=O)OCC